N1=C(C=NC2=CC=CC=C12)CC(=O)O (quinoxalin-2-yl)acetic acid